ClC1=CC=C(C=C1)[C@@H]1O[C@H](C(N([C@@H]1C1=CC=C(C=C1)Cl)[C@@H](C(=O)OCC)CCC)=O)CC1=CC(=C(C=C1)I)F (R)-Ethyl 2-((2S,3R,6S)-2,3-bis(4-chlorophenyl)-6-(3-fluoro-4-iodobenzyl)-5-oxomorpholino)pentanoate